C(C)OC1=C(C=CC=C1)C1=NN=C2SCC(=NN21)C2=CC=C(C=C2)NC(C)=O N-(4-(3-(2-ethoxyphenyl)-7H-[1,2,4]triazolo[3,4-b][1,3,4]thiadiazin-6-yl)phenyl)acetamide